Ethyl (E)-4-((8-methoxy-2,2-dimethyl-7-(3-methylbut-2-en-1-yl)-9-((4-(methyl-sulfonyl)benzyl)oxy)-6-oxo-2H,6H-pyrano[3,2-b]xanthen-5-yl)oxy)but-2-enoate COC=1C(=CC=2OC=3C=C4C(=C(C3C(C2C1CC=C(C)C)=O)OC/C=C/C(=O)OCC)C=CC(O4)(C)C)OCC4=CC=C(C=C4)S(=O)(=O)C